C(=O)O.FC1=C(C=C(C(=C1)N[C@@H]1[C@H](C[C@H](CC1)C1=CC(=CC=C1)C(F)(F)F)N1CCCCC1)F)S(=O)(=O)NC1=NC=NC=C1 2,5-difluoro-4-(((1S,2S,4S)-2-(piperidin-1-yl)-4-(3-(trifluoromethyl)phenyl)cyclohexyl)-amino)-N-(pyrimidin-4-yl)benzenesulfonamide Formate